1,4,7,10-tetraazacyclododecane-1,7-dicarboxylic acid tert-butyl ester C(C)(C)(C)OC(=O)N1CCNCCN(CCNCC1)C(=O)O